(4as,7as)-octahydro-6H-pyrrolo[3,4-b]pyridine-1-carboxylate N1([C@H]2[C@@H](CCC1)CNC2)C(=O)[O-]